C1(CC1)N(CCC(C(=O)O)NC(C(C)(C1=CC=CC=C1)C)=O)CCCCC1=NC=2NCCCC2C=C1 4-[cyclopropyl-[4-(5,6,7,8-tetrahydro-1,8-naphthyridin-2-yl)butyl]amino]-2-[(2-methyl-2-phenyl-propanoyl)amino]butanoic acid